(Z)-1-(4-amino-2-fluorobut-2-en-1-yl)-4-(1,3-dimethyl-1H-pyrazol-5-yl)-1H-benzo[d]imidazol-6-carbonitrile NC\C=C(\CN1C=NC2=C1C=C(C=C2C2=CC(=NN2C)C)C#N)/F